C(C)C=1C(=CC=C2C=C(C=C(C12)C1=C(C=2N=C(N=C(C2C=N1)N1CCOCC(C1)C(=O)N)OC[C@]12CCCN2C[C@@H](C1)F)F)O)F 4-(7-(8-Ethyl-7-fluoro-3-hydroxynaphthalen-1-yl)-8-fluoro-2-(((2R,7aS)-2-fluorotetrahydro-1H-pyrrolizin-7a(5H)-yl)methoxy)pyrido[4,3-d]pyrimidin-4-yl)-1,4-oxazepane-6-carboxamide